C[C@@]1(C(N(C[C@H]1C1=CC(=NC(=C1)C)OC(F)F)C)=O)C(=O)NC1=C(C(=CC=C1)F)F methyl-(3S,4S)-4-[2-(difluoromethoxy)-6-methyl-4-pyridinyl]-N-(2,3-difluorophenyl)-1-methyl-2-oxo-3-pyrrolidinecarboxamide